N(=[N+]=[N-])CCCCCCCCCCC(=O)OC(C)(C)C tert-butyl 11-azidoundecanoate